6-oxo-1,6-dihydropyrimidine-5-carboxylic acid methyl ester COC(=O)C1=CN=CNC1=O